CC1(C(NC(N1)=O)=O)C 5,5-DIMETHYLHYDANTOIN